5-Amino-8-(2-furyl)-3-[[1-(4-methoxyphenyl)pyrrolidin-3-yl]methyl]-1-methyl-[1,2,4]triazolo[5,1-f]purin-2-one NN1C=NC(=C2N3C(N=C12)N(C(N3C)=O)CC3CN(CC3)C3=CC=C(C=C3)OC)C=3OC=CC3